ethyl 3-bromo-8-isopropyl-2-methylimidazo[1,2-b]pyridazine-7-carboxylate BrC1=C(N=C2N1N=CC(=C2C(C)C)C(=O)OCC)C